(S)-3-((2,6-difluoro-3,5-dimethoxyphenyl)ethynyl)-7-(methoxymethyl)-1-(pyrrolidin-3-yl)-1H-pyrazolo[4,3-c]pyridin-4-amine FC1=C(C(=C(C=C1OC)OC)F)C#CC1=NN(C2=C1C(=NC=C2COC)N)[C@@H]2CNCC2